N1=C(C=CC=C1)C=1N=CC2=C(N1)CCN(C2)C=O [2-(2-pyridyl)-7,8-dihydro-5H-pyrido[4,3-d]Pyrimidin-6-yl]Methanone